ClC1=C(C=C(C=2C=C3N(C12)CCN(C3=O)CC)NC(OC(C)(C)C)=O)Cl tert-Butyl N-(6,7-dichloro-2-ethyl-1-oxo-3,4-dihydropyrazino[1,2-a]indol-9-yl)carbamate